N'-(3-methyl-2-hydroxybenzylidene)-2-(3-fluorophenoxy)-2-methylpropanehydrazide CC=1C(=C(C=NNC(C(C)(C)OC2=CC(=CC=C2)F)=O)C=CC1)O